F[C@@H]1[C@@H](C1)C(=O)NC=1C=C2C(=CN1)N(C(=C2C)C2=C(C=CC=C2)OC)C (1S,2S)-2-fluoro-N-(2-(2-methoxyphenyl)-1,3-dimethyl-1H-pyrrolo[2,3-c]pyridin-5-yl)cyclopropane-1-carboxamide